(±)-6-{((trans)-5-(4-methoxyphenyl)-1-propylazepan-4-yl)methoxy}-2,3-dihydro-1H-isoindol-1-one COC1=CC=C(C=C1)[C@H]1[C@@H](CCN(CC1)CCC)COC1=CC=C2CNC(C2=C1)=O |r|